campestan-5-ene-3β-ol CC(C)[C@H](C)CC[C@@H](C)[C@H]1CC[C@H]2[C@@H]3CC=C4C[C@H](CC[C@]4(C)[C@H]3CC[C@]12C)O